methyl 5-(5-chloro-3-hydroxypyridin-2-yl)-1-methylpyrrole-3-carboxylate ClC=1C=C(C(=NC1)C1=CC(=CN1C)C(=O)OC)O